Cl.NCCSSCCN Cystamine-HCl